(R)-(4-(difluoromethyl)-2-(2-hydroxypropan-2-yl)oxazol-5-yl)(4-(3-methylpyrazolo[1,5-a]pyridin-2-yl)-6,7-dihydro-1H-imidazo[4,5-c]pyridin-5(4H)-yl)methanone FC(C=1N=C(OC1C(=O)N1[C@H](C2=C(CC1)NC=N2)C2=NN1C(C=CC=C1)=C2C)C(C)(C)O)F